[N].C(=O)(O)C1=NC=CC=C1 carboxyl-pyridine nitrogen